COC1=C(C(=O)O)C(=CC(=C1)OC)OC 2,4,6-trimethoxy-benzoic acid